C(C)(C)(C)OC(NC[C@@H](C=1C(=C2COC(C2=CC1)=O)C)NC(CCl)=O)=O (R)-(2-(2-Chloroacetamido)-2-(4-methyl-1-oxo-1,3-dihydroisobenzofuran-5-yl)ethyl)carbamic acid tert-butyl ester